C(CCC)C=1C=C2C(=CC(=NC2=CC1)N1C(CCC1)C(=O)O)C1=CC=CC=C1 1-(6-butyl-4-phenylquinolin-2-yl)pyrrolidin-2-carboxylic acid